3-[5-chloro-3-iodo-1-methylpyrrolo[2,3-c]pyridin-2-yl]-5-fluoro-2-methoxypyridine ClC=1C=C2C(=CN1)N(C(=C2I)C=2C(=NC=C(C2)F)OC)C